C(#N)C=1C=C(C=NC1)S(=O)(=O)NC(C(F)(F)F)C1=CC=C(C=C1)F 5-Cyano-N-(2,2,2-trifluoro-1-(4-fluorophenyl)ethyl)pyridine-3-sulfonamide